C(C)(C)(C)OC(=O)N1CC2=CC=C(C=C2CC1)N1CCC(CC1)C1=CC=C(C=C1)[N+](=O)[O-] 6-[4-(4-nitrophenyl)-1-piperidinyl]-3,4-dihydro-1H-isoquinoline-2-carboxylic acid tert-butyl ester